3-(8-chloronaphthalene-1-yl)-8-((2S,6S)-2,6-dimethylpiperazin-1-yl)-2-methyl-6-(((S)-1-methylpyrrolidin-2-yl)methoxy)Pyrimido[5,4-d]Pyrimidin-4(3H)-one ClC=1C=CC=C2C=CC=C(C12)N1C(=NC2=C(C1=O)N=C(N=C2N2[C@H](CNC[C@@H]2C)C)OC[C@H]2N(CCC2)C)C